FC1(CC(C1)OC1=CC=C(C(=N1)C)C=O)F 6-(3,3-difluorocyclobutoxy)-2-methylpyridine-3-carbaldehyde